NC1(CC2CCC(C1)N2C2=NC(=C1C(=N2)NN=C1C1=CC2=CC=CC=C2C=C1)C#N)C 6-(3-Amino-3-methyl-8-azabicyclo[3.2.1]oct-8-yl)-3-(naphthalene-2-yl)-1H-pyrazolo[3,4-d]Pyrimidine-4-carbonitrile